C(CCC)C1(NC2=CC(=C(C=C2C(=N1)NC1=NNC(=C1)COC)OC)OCCCN1CCCC1)N 2-butyl-6-methoxy-N4-(5-(methoxymethyl)-1H-pyrazol-3-yl)-7-(3-(pyrrolidin-1-yl)propoxy)quinazolin-2,4-diamine